Cl.[C@@H]12CNC[C@@H](CC1)C2 (1R,5S)-3-azabicyclo[3.2.1]Octane hydrochloride